N-(3-Cyano-4-methyl-1H-indol-7-yl)-1-[2-[(3R,4S)-3,4-difluoropyrrolidin-1-yl]-2-oxo-ethyl]pyrazol-4-sulfonamid C(#N)C1=CNC2=C(C=CC(=C12)C)NS(=O)(=O)C=1C=NN(C1)CC(=O)N1C[C@H]([C@H](C1)F)F